ClC=1C=C(NC2(CCC3(C(CC4=CC=CC=C34)C[C@H](COC3=CC=NC=4CCC[C@H](C34)C)C)CC2)C(=O)O)C=CC1Cl 4-(3,4-Dichloroanilino)-2'-[(2R)-2-methyl-3-{[(5R)-5-methyl-5,6,7,8-tetrahydroquinolin-4-yl]oxy}propyl]-2',3'-dihydrospiro[cyclohexane-1,1'-indene]-4-carboxylic acid